bis(dibenzothiophen-2-yl)-N,N-diphenylpyrene-1,6-diamine C1=C(C=CC=2SC3=C(C21)C=CC=C3)C=3C(=C(C=2C=CC1=CC=C(C=4C=CC3C2C41)N)N(C4=CC=CC=C4)C4=CC=CC=C4)C4=CC1=C(SC2=C1C=CC=C2)C=C4